amino-2-[1-(difluoromethyl)-1H-pyrazol-4-yl]-N-[(dimethylamino)methylidene]pyridine-3-sulfonamide NC1=C(C(=NC=C1)C=1C=NN(C1)C(F)F)S(=O)(=O)N=CN(C)C